4-fluoro-1-((S)-1-(4-(6-methoxypyridin-3-yl)phenyl)-ethyl)-1H-indole FC1=C2C=CN(C2=CC=C1)[C@@H](C)C1=CC=C(C=C1)C=1C=NC(=CC1)OC